COC(=O)C1=NC2=CC=C(C=C2C(=C1)NCC1=CC(=CC=C1)Cl)C=1C(=NOC1C)C 4-((3-chlorobenzyl)amino)-6-(3,5-dimethylisoxazol-4-yl)quinoline-2-carboxylic acid methyl ester